COC1=CC=C(C=C1)N(C1=CC=C(C=C1)OC)C1=CC=CC=2C3=CC=CC=C3C3(C12)C1=CC=CC=C1C=1C=CC=CC13 N,N-bis(4-methoxyphenyl)amino-9,9'-spirobifluorene